N-[(1R)-2-[4-(3,5-dimethyl-1H-pyrazol-4-yl)anilino]-2-oxo-1-spiro[2.5]octan-6-yl-ethyl]-2-isopropyl-pyrazole-3-carboxamide CC1=NNC(=C1C1=CC=C(NC([C@@H](C2CCC3(CC3)CC2)NC(=O)C=2N(N=CC2)C(C)C)=O)C=C1)C